2-amino-4-methylamino-6-(4-methoxyanilino)-1,3,5-triazine NC1=NC(=NC(=N1)NC)NC1=CC=C(C=C1)OC